(2S,3S,4R,5R)-5-(6-(benzylamino)-2-(3-(trifluoromethoxy)phenyl)-9H-purin-9-yl)-3,4-diHydroxy-N-methyltetrahydrofuran-2-carboxamide C(C1=CC=CC=C1)NC1=C2N=CN(C2=NC(=N1)C1=CC(=CC=C1)OC(F)(F)F)[C@H]1[C@@H]([C@@H]([C@H](O1)C(=O)NC)O)O